1-((1,3-dioxolan-2-yl)methyl)-2,8-diazaspiro[4.5]decan-3-one O1C(OCC1)CC1NC(CC12CCNCC2)=O